4-(5-methoxycarbonyl-furan-3-yl)-3,6-dihydro-2H-pyridine-1-carboxylic acid tert-butyl ester C(C)(C)(C)OC(=O)N1CCC(=CC1)C1=COC(=C1)C(=O)OC